benzyl-trimethyl-phenyl-ammonium C(C1=CC=CC=C1)C1=C(C=CC=C1)[N+](C)(C)C